BrC1=CC=2C(C3=CC(=CC=C3C2C=C1)Br)(CCCCCCP(=O)(OCC)OCC)CCCCCCP(=O)(OCC)OCC 2,7-dibromo-9,9-bis(6'-diethoxyphosphoryl-hexyl)fluorene